C1(=CC=CC=C1)C[C@H](C(=O)O)O (R)-3-phenyl-2-hydroxypropionic acid